C(OC1=C(C(=NC2=CC(=C(C=C12)OC1=CC2=C(OC(C(O2)(F)F)(F)F)C=C1)OC)CC)C)(OC)=O 2-ethyl-7-methoxy-3-methyl-6-[(2,2,3,3-tetrafluoro-2,3-dihydro-1,4-benzodioxin-6-yl)oxy]quinoline-4-yl methyl carbonate